n-octadecyl-β-(4-hydroxy-3,5-di-tert-butylphenyl)-propionate C(CCCCCCCCCCCCCCCCC)OC(CCC1=CC(=C(C(=C1)C(C)(C)C)O)C(C)(C)C)=O